CC1C(CC1C1=CC=C(C=C1)C(F)(F)F)=O 2-methyl-3-(4-(trifluoromethyl)phenyl)cyclobutan-1-one